N(=[N+]=[N-])C(CO)C=C 2-azidobut-3-en-1-ol